2-(3-(6-(difluoromethoxy)pyridin-3-yl)-6-oxopyridazin-1(6H)-yl)-N-ethylacetamide FC(OC1=CC=C(C=N1)C1=NN(C(C=C1)=O)CC(=O)NCC)F